C(C)C1=C(C(=CC=C1)CC)N1C(=NC(C(=C1O)CC1=CC(=C(C=C1)C=1C(=NC(=CC1)F)C)F)=O)C=1SC=C(N1)C 1-(2,6-diethylphenyl)-5-{[3-fluoro-4-(6-fluoro-2-methylpyridin-3-yl)phenyl]methyl}-6-hydroxy-2-(4-methyl-1,3-thiazol-2-yl)-1,4-dihydropyrimidin-4-one